ClC=1N=NC(=CC1)C1=CC=NC=C1 3-chloro-6-(pyridin-4-yl)pyridazine